N(=O)[Co](N=O)(N=O)N=O tetranitrosocobalt